methyl 2-((benzyloxy)(phenyl)methyl)-4-chloro-9H-pyrimido[4,5-b]indole-7-carboxylate C(C1=CC=CC=C1)OC(C=1N=C(C2=C(NC3=CC(=CC=C23)C(=O)OC)N1)Cl)C1=CC=CC=C1